C(C)(C)(C)OC(N[C@@H](C(C)(C)O)C1=CC=C(C=C1)OCC12CCC(CC1)CC2)=O (R)-(1-(4-(bicyclo[2.2.2]oct-1-ylmethoxy)phenyl)-2-hydroxy-2-methylpropyl)carbamic acid tert-butyl ester